C(#N)[C@@H](C[C@@H]1C(NCC1)=O)NC(=O)[C@H]1N([C@H]2CC([C@@H]1CC2)(F)F)C([C@H](NC(C(F)(F)F)=O)CC(C)C)=O (1R,3S,4R)-N-((R)-1-cyano-2-((R)-2-oxopyrrolidin-3-yl)ethyl)-5,5-difluoro-2-((2,2,2-trifluoroacetyl)-D-leucyl)-2-azabicyclo[2.2.2]octane-3-carboxamide